4-[[(4-pyridin-3-ylpyrimidin-2-yl)amino]methyl]benzamide 2-(dimethylamino)ethyl-3-(2-(dimethylamino)ethoxy)propanoate CN(CCOC(CCOCCN(C)C)=O)C.N1=CC(=CC=C1)C1=NC(=NC=C1)NCC1=CC=C(C(=O)N)C=C1